4-cyanopyridine C(#N)C1=CC=NC=C1